FC=1C(=NC(=CC1)F)NC1=NC=CC=C1C1=NC(=C(C(=N1)C(=O)N)F)C1=C2C=NNC2=CC=C1C 2-[2-[(3,6-difluoro-2-pyridyl)amino]-3-pyridyl]-5-fluoro-6-(5-methyl-1H-indazol-4-yl)pyrimidine-4-carboxamide